N-(4-(3-fluoro-4-(propylsulfonylamino)phenyl)-1H-pyrrolo[2,3-b]pyridin-6-yl)cyclopropylcarboxamide FC=1C=C(C=CC1NS(=O)(=O)CCC)C1=C2C(=NC(=C1)NC(=O)C1CC1)NC=C2